N4-(4-chlorophenyl)-N2-(3-(methylsulfonamido)phenyl)thiophene-2,4-dicarboxamide ClC1=CC=C(C=C1)NC(=O)C=1C=C(SC1)C(=O)NC1=CC(=CC=C1)NS(=O)(=O)C